N-(4-(4-amino-1-cyclopentyl-7-oxo-6,7-dihydro-1H-pyrrolo[2,3-d]pyridazin-3-yl)-3-fluorobenzyl)-5-fluoro-2-methoxybenzamide NC=1C2=C(C(NN1)=O)N(C=C2C2=C(C=C(CNC(C1=C(C=CC(=C1)F)OC)=O)C=C2)F)C2CCCC2